N-(2-cyanoethyl)-N-methylcyclopropyl-amine C(#N)CCN(C)C1CC1